BrC1=CC=C2C(=NN(C2=C1)C)N1C(N(C(C(=C1)F)=O)CC1=CC=C(C=C1)OC)=O 1-(6-bromo-1-methyl-1H-indazol-3-yl)-5-fluoro-3-(4-methoxybenzyl)pyrimidine-2,4(1H,3H)-dione